[1,1'-bis(diphenylphosphino)]ferrocene C1(=CC=CC=C1)P([C-]1C=CC=C1)C1=CC=CC=C1.[C-]1(C=CC=C1)P(C1=CC=CC=C1)C1=CC=CC=C1.[Fe+2]